C1(=CC=CC=C1)P(C(C1=C(C(=C(C=C1)C)C)C)=O)=O phenyl-(trimethylbenzoyl)phosphine oxide